[C@@H]1([C@@H](O)[C@H](O)[C@H](O)[C@@H](O1)C)OCCC(C(=O)N)CCCC {2-[(α-L-fucopyranosyl)oxy]ethyl}hexanamide